BrC=1C=NN(C1C(C)C)C1=CC=CC=C1 4-bromo-5-isopropyl-1-phenyl-1H-pyrazole